1-((1S,3R)-3-((5-cyano-4-(1-(2,2-difluoroethyl)-1H-pyrazol-4-yl)pyrimidin-2-yl)amino)cyclohexyl)-5-fluoro-1H-benzo[d]imidazole-7-carbonitrile C(#N)C=1C(=NC(=NC1)N[C@H]1C[C@H](CCC1)N1C=NC2=C1C(=CC(=C2)F)C#N)C=2C=NN(C2)CC(F)F